tert-Butyl (S)-6-diazo-2-((S)-3-(1-methyl-1H-indol-3-yl)-2-(5-((3aR,4S,6aS)-2-oxohexahydro-1H-thieno[3,4-d]imidazol-4-yl)pentanamido)propanamido)-5-oxohexanoate [N+](=[N-])=CC(CC[C@@H](C(=O)OC(C)(C)C)NC([C@H](CC1=CN(C2=CC=CC=C12)C)NC(CCCC[C@@H]1SC[C@H]2NC(N[C@H]21)=O)=O)=O)=O